COC(C1=C(C=C(C(=C1)OC)CN1CCOCC1)C(C)=O)=O.ClC=1C=C(C(=O)NC2=C(C=C(C=C2)C(F)(F)F)C2CCN(CC2)C\C=C\C2=CC=C(C=C2)Cl)C=CN1 2-chloro-N-[2-{1-[(2E)-3-(4-chlorophenyl)prop-2-en-1-yl]piperidin-4-yl}-4-(trifluoromethyl)phenyl]isonicotinamide Methyl-2-acetyl-5-methoxy-4-(morpholinomethyl)benzoate